methioninyl-methionine N[C@@H](CCSC)C(=O)N[C@@H](CCSC)C(=O)O